CC1=C(C(=C(C1[Ga]CCC)C)C)C tetramethyl-n-propyl-cyclopentadienyl-gallium